1-(4-(5-(hydroxy(4-(4-morpholino-7H-pyrrolo[2,3-d]pyrimidin-6-yl)phenyl)methyl)pyrimidin-2-yl)piperazin-1-yl)prop-2-en-1-one OC(C=1C=NC(=NC1)N1CCN(CC1)C(C=C)=O)C1=CC=C(C=C1)C1=CC2=C(N=CN=C2N2CCOCC2)N1